C(N)(=O)[C@@H]1CC[C@H](CO1)NC(OC(C)(C)C)=O Tert-butyl [[3R,6S]-6-carbamoyltetrahydro-2H-pyran-3-yl]carbamate